FC1(CCC(CC1)NC(C(C=1C=NC=C(C1)F)N(C(=O)C1(NCC(C1)OC)C)C1=CC=C(C=C1)S(F)(F)(F)(F)F)=O)F N-[2-[(4,4-difluorocyclohexyl)amino]-1-(5-fluoro-3-pyridyl)-2-oxo-ethyl]-4-methoxy-2-methyl-N-[4-(pentafluoro-λ6-sulfanyl)phenyl]pyrrolidine-2-carboxamide